FC(C(=O)O)(C1=CC=C(C=C1)OC)F 2,2-difluoro-2-(4-methoxyphenyl)acetic acid